O[C@@H]1[C@@]2(C[C@@H]2C([C@@H]1O)N1C2=NC(=NC(=C2N=C1)NCC1=NC=CC=C1)C=1C=NC=C(C1)OC)C(=O)NC (1S,2R,3S,5S)-2,3-dihydroxyl-4-(2-(5-methoxypyridin-3-yl)-6-((pyridin-2-ylmethyl)amino)-9H-purin-9-yl)-N-methylbicyclo[3.1.0]hexane-1-formamide